Cl.NC\C=C(\CN1N=NC2=C1C=C(C=C2C=2C=CC(=C(C2)S(=O)(=O)NC(C)C)OC)C(=O)N2CCCC2)/F (Z)-5-(1-(4-amino-2-fluoro-but-2-en-1-yl)-6-(pyrrolidine-1-carbonyl)-1H-benzo[d][1,2,3]triazol-4-yl)-N-isopropyl-2-methoxybenzenesulfonamide hydrochloride